2-(2,2-difluoroethyl)pyrazolo[4,3-c]pyridin-7-amine FC(CN1N=C2C(C=NC=C2N)=C1)F